N-(3-(4'-(1-(oxetan-3-yl)ethoxy)-4,5,5',6'-tetrahydro-2H-spiro[furan-3,8'-pyrano[3,4-b]pyridin]-2'-yl)-1H-pyrrolo[2,3-c]pyridin-5-yl)acetamide O1CC(C1)C(C)OC1=C2C(=NC(=C1)C1=CNC3=CN=C(C=C31)NC(C)=O)C3(OCC2)COCC3